3-(1-OXO-4-((4-((2-(TRIFLUOROMETHYL)-5,6-DIHYDRO-[1,2,4]TRIAZOLO[1,5-A]PYRAZIN-7(8H)-YL)METHYL)BENZYL)OXY)ISOINDOLIN-2-YL)PIPERIDINE-2,6-DIONE O=C1N(CC2=C(C=CC=C12)OCC1=CC=C(C=C1)CN1CC=2N(CC1)N=C(N2)C(F)(F)F)C2C(NC(CC2)=O)=O